O1N=CC2=C1C=CC(=C2)C(=O)Cl benzo[d]isoxazole-5-carbonyl chloride